C(C)C1=C(CNC(=O)[C@@H]2N([C@@H](CN(C2)S(=O)(=O)C2=CC=CC=C2)C)C(C(C)C)=O)C=CC(=C1)C=1OC=CC1 cis-N-(2-ethyl-4-(furan-2-yl)benzyl)-1-isobutyryl-6-methyl-4-(phenylsulfonyl)piperazine-2-carboxamide